C(C)(=O)OC=CCC 1-butenyl acetate